galloyl chloride C(C1=CC(O)=C(O)C(O)=C1)(=O)Cl